4-[7-(4,4-difluoropiperidine-1-carbonyl)imidazo[1,2-b]pyridazin-3-yl]benzonitrile FC1(CCN(CC1)C(=O)C1=CC=2N(N=C1)C(=CN2)C2=CC=C(C#N)C=C2)F